3-(4-Iodophenyl)furan-2(5H)-one IC1=CC=C(C=C1)C=1C(OCC1)=O